C(C)(C)(C)OC(=O)N1CC(C=C(C1)C=1C2=C(SC1)C=CC=C2)C tert-butyl-5-(benzo[b]thiophen-3-yl)-3-methyl-3,6-dihydropyridine-1(2H)-carboxylate